4-methyl-N-[(3-methyl-2-pyrazin-2-yl-1H-indol-5-Yl)methyl]pyrimidine-5-carboxamide Tert-butyl-(2-(4-(N-(tert-butyldiphenylsilyl)sulfamoyl)-3-fluorophenyl)propan-2-yl)carbamate C(C)(C)(C)N(C(O)=O)C(C)(C)C1=CC(=C(C=C1)S(N[Si](C1=CC=CC=C1)(C1=CC=CC=C1)C(C)(C)C)(=O)=O)F.CC1=NC=NC=C1C(=O)NCC=1C=C2C(=C(NC2=CC1)C1=NC=CN=C1)C